2-Isopropyl-5-methylhexyl (20Z,23Z)-10-(3-(dimethylamino)propyl)nonacosa-20,23-dienoate CN(CCCC(CCCCCCCCC(=O)OCC(CCC(C)C)C(C)C)CCCCCCCCC\C=C/C\C=C/CCCCC)C